3-norbornene oxide C12CC3C(CC1)(C2)O3